2-bromo-9,9-dibutylfluorene BrC1=CC=2C(C3=CC=CC=C3C2C=C1)(CCCC)CCCC